3-(2-(2-methoxypyridin-4-yl)-1-tosyl-1H-pyrrolo[2,3-b]pyridin-4-yl)-3,8-diazabicyclo[3.2.1]octane-8-carboxylic acid tert-butyl ester C(C)(C)(C)OC(=O)N1C2CN(CC1CC2)C2=C1C(=NC=C2)N(C(=C1)C1=CC(=NC=C1)OC)S(=O)(=O)C1=CC=C(C)C=C1